(1S,5S)-N-(7-methoxy-4-(1-methyl-3-phenyl-1H-pyrazol-4-yl)quinazolin-6-yl)-3-oxabicyclo[3.1.0]hexane-1-carboxamide COC1=C(C=C2C(=NC=NC2=C1)C=1C(=NN(C1)C)C1=CC=CC=C1)NC(=O)[C@@]12COC[C@H]2C1